6-methyl-5-(7-methyl-1,2,3,4-tetrahydro-2,6-naphthyridine-2-carbonyl)-N-(1-methylcyclopropyl)furo[2,3-d]pyrimidin-4-amine CC1=C(C2=C(N=CN=C2NC2(CC2)C)O1)C(=O)N1CC2=CC(=NC=C2CC1)C